BrC=1CC=2C(=C3C=CC=CC3=CC2)C1 2-bromo-3H-cyclopenta[a]naphthalene